4-(2-{[(2R,7aS)-2-fluoro-hexahydro-1H-pyrrolizin-7a-yl]methoxy}-8-fluoro-4-[(1S,4S)-2-oxa-5-azabicyclo[2.2.1]heptan-5-yl]quinazolin-7-yl)-5-ethynyl-6-fluoronaphthalen-2-ol F[C@@H]1C[C@@]2(CCCN2C1)COC1=NC2=C(C(=CC=C2C(=N1)N1[C@@H]2CO[C@H](C1)C2)C2=CC(=CC1=CC=C(C(=C21)C#C)F)O)F